C(C1=CC=CC=C1)C1=C(C=C(C=C1O)O)O 1-benzyl-2,4,6-trihydroxybenzene